C(CCCC)C1C2(OCC(O2)C(C(=O)C2=CC=CC=C2)CC)CCC1 6-pentyl-1,4-dioxaspiro[4.4]nonan-2-yl-phenylbutan-1-one